O1C(=NC2=C1C=CC=C2)N2CCN(CC2)C(=O)C2=NOC(=N2)C2=C(C(=C(C(=C2)F)F)O)F (4-(Benzo[d]oxazol-2-yl)piperazin-1-yl)(5-(2,4,5-trifluoro-3-hydroxyphenyl)-1,2,4-oxadiazol-3-yl)methanone